C(C)(=O)OC1=C(C=CC(=C1)C1CC1)N1N=C2CCN(C[C@H]3C2=C1CCN3C(=O)C=3N=NC(=CC3N)Br)C(C=C)=O |o1:20| (R or S)-2-(7-acryloyl-5-(4-amino-6-bromopyridazine-3-carbonyl)-3,4,5,5a,6,7,8,9-octahydro-2H-1,2,5,7-tetraazabenzo[cd]azulen-2-yl)-5-cyclopropylphenyl acetate